BrC1=CC=C(C=C1)N1CCN(CC1)C=1C=CC(=NC1)N1N=NC(=C1)C(C(F)(F)F)O 1-(1-(5-(4-(4-bromophenyl)piperazin-1-yl)pyridin-2-yl)-1H-1,2,3-triazol-4-yl)-2,2,2-trifluoroethan-1-ol